F[C@@H]1[C@@H](C1)C(=O)NC=1N=C2N(C=C(C=C2)C2=C3C=NNC3=CC(=C2SC)F)C1 (1S,2S)-2-fluoro-N-(6-(6-fluoro-5-(methylthio)-1H-indazol-4-yl)imidazo[1,2-a]pyridin-2-yl)cyclopropane-1-carboxamide